FC(S(=O)(=O)[O-])(F)F.C(CCC)OC1=CC=C(C2=CC(=CC=C12)OCCCC)[S+]1CCCC1 1-(4,7-di-n-butoxy-1-naphthyl)tetrahydrothiophenium trifluoromethanesulfonate